(R)-5-amino-N-((5-(2,6-difluorophenyl)pyridin-2-yl)methyl)-N-(1-(pyrimidin-2-yl)ethyl)-6,8-dihydro-1H-furo[3,4-d]pyrrolo[3,2-b]pyridine-2-carboxamide NC1=C2C(=C3C(=N1)C=C(N3)C(=O)N([C@H](C)C3=NC=CC=N3)CC3=NC=C(C=C3)C3=C(C=CC=C3F)F)COC2